PYRIDINE-1-OXID [N+]1(=CC=CC=C1)[O-]